F[P-](F)(F)(F)(F)F.N1(N=NC2=C1C=CC=C2)O[P+](N2CCCC2)(N2CCCC2)N2CCCC2 benzotriazol-1-oxytris(pyrrolidino)phosphonium hexafluorophosphate